(S)-(1-(trifluoromethoxy)propan-2-yl)carbamic acid tert-butyl ester C(C)(C)(C)OC(N[C@H](COC(F)(F)F)C)=O